CNC=1N=C(C(=NC1C=1C2=C(C=NC1)N(C=N2)C)C(=O)N)NC2=CC=C(C=C2)N2C=NC(=C2)C 5-(methylamino)-6-(3-methylimidazo[4,5-c]pyridin-7-yl)-3-[4-(4-methylimidazol-1-yl)anilino]pyrazine-2-carboxamide